FC1=C(C=CC=C1F)C1=C(NC=2C1=NC=CC2)C2=C(C=NC=C2)OC[C@H]2NCCC2 3-(2,3-difluorophenyl)-2-(3-{[(2S)-pyrrolidin-2-yl]methoxy}pyridin-4-yl)-1H-pyrrolo[3,2-b]pyridine